Methyl 4-acetyl-1-cyclobutyl-6-oxo-1,6-dihydropyridine-3-carboxylate C(C)(=O)C=1C(=CN(C(C1)=O)C1CCC1)C(=O)OC